5-(2-((1-(2-aminopyridin-3-yl)ethyl)amino)ethoxy)-7-bromo-6-chloro-8-fluoro-2-(((2R,7aS)-2-fluorotetrahydro-1H-pyrrolizin-7a(5H)-yl)methoxy)quinazolin-4-ol NC1=NC=CC=C1C(C)NCCOC1=C2C(=NC(=NC2=C(C(=C1Cl)Br)F)OC[C@]12CCCN2C[C@@H](C1)F)O